(1-(4-(chloromethyl)-2-methoxybenzyl)-7-(((5-cyclopropyl-1,2,4-oxadiazol-3-yl)methyl)amino)-1H-pyrazolo[4,3-d]Pyrimidin-5-yl)carbamic acid tert-butyl ester C(C)(C)(C)OC(NC=1N=C(C2=C(N1)C=NN2CC2=C(C=C(C=C2)CCl)OC)NCC2=NOC(=N2)C2CC2)=O